1-cyclobutyl-N-(3-(dimethylamino)propyl)-2-(3-fluoro-5-methoxyphenyl)-1H-benzo[d]imidazole-6-carboxamide C1(CCC1)N1C(=NC2=C1C=C(C=C2)C(=O)NCCCN(C)C)C2=CC(=CC(=C2)OC)F